3-[2-(6-chloro-1-cyclopropyl-2-methyl-1,3-benzodiazol-5-yl)ethynyl]-1-[(3s,5r)-1-(4-hydroxy-4-methylpent-2-ynyl)-5-(methoxymethyl)pyrrolidin-3-yl]-5-(methylamino)pyrazole-4-carboxamide ClC=1C(=CC2=C(N(C(=N2)C)C2CC2)C1)C#CC1=NN(C(=C1C(=O)N)NC)[C@@H]1CN([C@H](C1)COC)CC#CC(C)(C)O